FC1CN(CCC1NC1=CC=CC2=C1SC(=C2CC(F)(F)F)C#CCNC2=C(C=C(C(=O)O)C=C2)OC)C 4-((3-(7-(((Z)-3-fluoro-1-methylpiperidin-4-yl)amino)-3-(2,2,2-trifluoroethyl)benzo[b]thiophen-2-yl)prop-2-yn-1-yl)amino)-3-methoxybenzoic acid